CN(C=1C(C(C1NCC1=CC=C(C=C1)C)=O)=O)CC1=NC=C(C=C1)C1=NOC(=N1)C(F)(F)F 3-(methyl((5-(5-(trifluoromethyl)-1,2,4-oxadiazol-3-yl)pyridin-2-yl)methyl)amino)-4-((4-methylbenzyl)amino)cyclobut-3-ene-1,2-dione